(trityl)-asparagine C(C1=CC=CC=C1)(C1=CC=CC=C1)(C1=CC=CC=C1)N[C@@H](CC(N)=O)C(=O)O